4-methyl-7-pyrimidin-2-yloxy-chromen-2-one CC1=CC(OC2=CC(=CC=C12)OC1=NC=CC=N1)=O